5-chloro-2-methyl-N-(5-methyl-1H-pyrazol-3-yl)benzamide ClC=1C=CC(=C(C(=O)NC2=NNC(=C2)C)C1)C